FC(C(F)(F)F)(F)C1CC1 pentafluoroethylcyclopropane